(S)-2-(7a-(ethoxycarbonyl)-5-oxotetrahydro-1H-pyrrolizin-2(3H)-ylidene)acetic acid C(C)OC(=O)[C@]12CCC(N2CC(C1)=CC(=O)O)=O